CC1=C2C(N(C(C2=C(C(=C1C1=CC=CC=C1)C1=CC=CC=C1)C)=O)C1=CC=CC=C1)=O 4,7-dimethyl-2,5,6-triphenyl-1H-isoindole-1,3(2H)-dione